CC1(CC2C(O1)C1C(C(C(C1CC2)(C)C)C)(C)C)C decahydro-2,2,6,6,7,8,8-heptamethyl-2H-indeno[4,5-b]furan